BrC1=C2C=CC=NC2=C(C(=C1)CNCC1=CC=C(C=C1)OC)O 5-Bromo-7-(((4-methoxybenzyl)amino)methyl)chinolin-8-ol